C(C)OC1=C(C=CC=C1)C1=NN(C=C1NC(=O)C=1C=NN2C1N=CC=C2)CC(C)(C)O N-(3-(2-ethoxyphenyl)-1-(2-hydroxy-2-methylpropyl)-1H-pyrazol-4-yl)pyrazolo[1,5-a]pyrimidine-3-carboxamide